4-[(2E)-3-Phenylprop-2-enoyl]phenyl 2-(acetylamino)-4,6-O-benzylidene-2-deoxyhexopyranoside CC(=O)NC1C(C2C(COC(O2)C3=CC=CC=C3)OC1OC4=CC=C(C=C4)C(=O)/C=C/C5=CC=CC=C5)O